5-methyl-1,3,4-dioxazole CC1=NOCO1